C(C)(C)(C)C(CCC=1C(=C(C=CC1)N1N=C2C(=N1)C=CC=C2)O)CCC(C)(C)C 2-(3',5'-di-tert-butyl-pentyl-2'-hydroxyphenyl)benzotriazole